Cl.ClC1=NSN=C1C1=CCCN(C1)C 3-chloro-4-(1-methyl-3,6-dihydro-2H-pyridin-5-yl)-1,2,5-thiadiazole hydrochloride salt